Methyl 3-((3-chloro-2-methylpyridin-4-yl)sulfanyl)propanoate ClC=1C(=NC=CC1SCCC(=O)OC)C